C1(CCCCC1)C(=O)OC1=C(C=CC=C1)OCC 2-ethoxyphenyl cyclohexanecarboxylate